CC1(C(N(C(N1)=O)C1=CC=C2C3(CN(C2=C1)C)CCC3)=O)C 5,5-dimethyl-3-(1'-methylspiro[cyclobutane-1,3'-indolin]-6'-yl)imidazolidine-2,4-dione